OC12OC3=C(C1(C(C1=CC=CC(=C12)[N+](=O)[O-])=O)NC(C(C1=CC(=C(C(=C1)OC)OC)OC)=O)=O)C=CC(=C3)C(C)C N-(4b-hydroxy-7-isopropyl-4-nitro-10-oxo-4b,10-dihydro-9bH-indeno[1,2-b]benzofuran-9b-yl)2-oxo-2-(3,4,5-trimethoxyphenyl)acetamide